C(C)(C)(C)OC(=O)N1[C@@H](C[C@@H](C1)S(=O)(=O)C)C(=O)N1CCC(CC1)(C(C)C)C1=NOC(=N1)C1CCC(CC1)(F)F (2s,4s)-2-(4-(5-(4,4-difluorocyclohexyl)-1,2,4-oxadiazol-3-yl)-4-isopropylpiperidine-1-carbonyl)-4-(methylsulfonyl)pyrrolidine-1-carboxylic acid tert-butyl ester